2-Phenyl-4-(4-iodophenyl)imidazole C1(=CC=CC=C1)C=1NC=C(N1)C1=CC=C(C=C1)I